C(N)(=N)C=1C=C(SC1)[C@@H](C)NC(=O)[C@H]1N(C[C@@H](C1)OC)C(CNC(C1=CC=C(C=C1)OC1=CC=CC=C1)=O)=O (2S,4R)-N-((R)-1-(4-carbamimidoylthiophen-2-yl)ethyl)-4-methoxy-1-((4-phenoxybenzoyl)glycyl)pyrrolidine-2-carboxamide